C(C(=C)C)(=O)OCCC[Si](OCCOC)(OCCOC)OCCOC 3-methacryloxypropyltris(methoxyethoxy)silane